(3R,4R)-7-acetamido-2-(4-methylbenzyl)-N-(3-(4-methylpiperazin-1-yl)phenyl)-1-oxo-3-(4-(trifluoromethyl)phenyl)-1,2,3,4-tetrahydroisoquinoline-4-carboxamide C(C)(=O)NC1=CC=C2[C@H]([C@@H](N(C(C2=C1)=O)CC1=CC=C(C=C1)C)C1=CC=C(C=C1)C(F)(F)F)C(=O)NC1=CC(=CC=C1)N1CCN(CC1)C